OC1=CC=C(C=C1)C(CSC1=NN=C(N1)C1=CC=C(C=C1)OC)=O 1-(4-hydroxyphenyl)-2-((5-(4-methoxyphenyl)-4H-1,2,4-triazol-3-yl)thio)ethan-1-one